ClC1=CC=C(C=N1)CNC(=O)C1CN(C(C1)=O)C1=CC=C(C=C1)OC N-[(6-chloropyridin-3-yl)methyl]-1-(4-methoxyphenyl)-5-oxopyrrolidine-3-carboxamid